1,2-bis{1,5-bis(methoxycarbonyl)-3-methyl-9-oxo-2,4-bis(pyridin-2-yl)-3,7-diazabicyclo[3.3.1]Nonan-7-yl}ethane (2R)-2-[(tert-butyldimethylsilyl)oxy]Propyl-4-methylbenzenesulfonate [Si](C)(C)(C(C)(C)C)O[C@@H](COS(=O)(=O)C1=CC=C(C=C1)C)C.COC(=O)C12C(N(C(C(CN(C1)CCN1CC3(C(N(C(C(C1)(C3=O)C(=O)OC)C3=NC=CC=C3)C)C3=NC=CC=C3)C(=O)OC)(C2=O)C(=O)OC)C2=NC=CC=C2)C)C2=NC=CC=C2